2-hydroxy-6-naphthylacetic acid OC1=CC2=CC=C(C=C2C=C1)CC(=O)O